COC1=C(CN2C(N(CCC2=O)C=2C=NN3C2C=C(C=C3)CN3C[C@@H](N(CC3)C(=O)OC(C)(C)C)C)=O)C=CC(=C1)OC tert-butyl (S)-4-((3-(3-(2,4-dimethoxybenzyl)-2,4-dioxotetrahydropyrimidin-1(2H)-yl)pyrazolo[1,5-a]pyridin-5-yl)methyl)-2-methylpiperazine-1-carboxylate